C1(=CC=CC=C1)C1=NC(=NC(=C1)C1=CC=CC=C1)C=1C=C(C=C(C1)N1C2=CC=C(C=C2C=2C=C(C=CC12)C1=CC=CC=2OC3=C(C21)C=CC=C3)C3=CC=CC=2OC1=C(C23)C=CC=C1)N1C2=CC=C(C=C2C=2C=C(C=CC12)C1=CC=CC=2OC3=C(C21)C=CC=C3)C3=CC=CC=2OC1=C(C23)C=CC=C1 9,9'-(5-(4,6-diphenylpyrimidin-2-yl)-1,3-phenylene)bis(3,6-bis(dibenzo[b,d]furan-1-yl)-9H-carbazole)